5-chloro-4-[(2s,5s)-2,5-dimethylpiperazin-1-yl]-2-(4-pyridyl)-1H-pyrimidin-6-one ClC1=C(N=C(NC1=O)C1=CC=NC=C1)N1[C@H](CN[C@H](C1)C)C